FC1=C(C=CC=C1)C1=CC(=CN1S(=O)(=O)C=1C=NC=CC1)C=O 5-(2-fluorophenyl)-1-(3-pyridinesulfonyl)-1H-pyrrole-3-formaldehyde